N1N=CN=C1[C@@H]1CN(CC1)C(=O)N1CC2(C1)CC(C2)CC2=NC=C(N=C2)C(F)(F)F [(3S)-3-(1H-1,2,4-Triazol-5-yl)pyrrolidin-1-yl]-[6-[[5-(trifluoromethyl)pyrazin-2-yl]methyl]-2-azaspiro[3.3]heptan-2-yl]methanone